C(CCCCCCC)NCCCCCCCC.P(=O)(OCC(CCCCCCCC)CCCCCC)(O)O 2-hexyl-1-decyl phosphate dioctylamine salt